CC=1N=CNC1C12CC(C1)(C2)C(=O)OC methyl 3-(4-methyl-1H-imidazol-5-yl)bicyclo[1.1.1]pentane-1-carboxylate